N[C@H]1[C@H]([C@H]([C@H](OC1)CO)O)O (2R,3R,4R,5R)-5-amino-2-(hydroxymethyl)tetrahydro-2H-pyran-3,4-diol